8-(9-ethyl-6-((S)-3-methylmorpholino)-2-(4-phenyl-1H-pyrazol-1-yl)-9H-purin-8-yl)octahydropyrazino[2,1-c][1,4]oxazine C(C)N1C2=NC(=NC(=C2N=C1N1CC2COCCN2CC1)N1[C@H](COCC1)C)N1N=CC(=C1)C1=CC=CC=C1